C1NCC12CN(CC2)C=2C=CC=1C(C3=CC=CC(=C3OC1C2)F)=O 3-(2,6-diazaspiro[3.4]octan-6-yl)-5-fluoro-xanthen-9-one